potassium taurate laurate C(CCCCCCCCCCC)(=O)[O-].NCCS(=O)(=O)O.[K+]